N-methyl-N-(2-pyridin-2-yl-ethyl)-benzamide CN(C(C1=CC=CC=C1)=O)CCC1=NC=CC=C1